C(C)OC(=O)C=1C=CN2C3=C(CCC12)C=NC(=N3)OC 2-methoxy-5,6-dihydropyrimido[4,5-e]indolizine-7-carboxylic acid ethyl ester